O=C1[C@H]2[C@@H]3CC[C@H]([C@@H](CCCC(C(=O)O)C)C)[C@]3(CC[C@@H]2[C@]2(CCCCC2=C1)C)C 7-oxo-5-cholestenoic acid